methyl 3-(N-(5-cyano-2-(5-fluorothiophen-2-yl)phenyl)sulfamoyl)-4-methoxybenzoate C(#N)C=1C=CC(=C(C1)NS(=O)(=O)C=1C=C(C(=O)OC)C=CC1OC)C=1SC(=CC1)F